C[C@@H](C1=CC2=C(C=C1)C=C(C=C2)OC)C(=O)O The molecule is a methoxynaphthalene that is 2-methoxynaphthalene substituted by a carboxy ethyl group at position 6. Naproxen is a non-steroidal anti-inflammatory drug commonly used for the reduction of pain, fever, inflammation and stiffness caused by conditions such as osteoarthritis, kidney stones, rheumatoid arthritis, psoriatic arthritis, gout, ankylosing spondylitis, menstrual cramps, tendinitis, bursitis, and for the treatment of primary dysmenorrhea. It works by inhibiting both the COX-1 and COX-2 enzymes. It has a role as a non-steroidal anti-inflammatory drug, an antipyretic, a cyclooxygenase 2 inhibitor, a cyclooxygenase 1 inhibitor, a non-narcotic analgesic, a gout suppressant, a xenobiotic, an environmental contaminant and a drug allergen. It is a monocarboxylic acid and a methoxynaphthalene. It is a conjugate acid of a naproxen(1-).